2-(6-chloro-4-ethoxy-2H-pyrazolo[4,3-c]pyridin-2-yl)propionic acid ClC1=CC=2C(C(=N1)OCC)=CN(N2)C(C(=O)O)C